The molecule is a branched amino oligosaccharide that is an undecasaccharide derivative consisting of a linear trisaccharide of beta-D-mannose, N-acetyl-beta-D-glucosamine and N-acetyl-D-glucosamine residues all linked in sequence (1->4), to the mannosyl residue of which are linked an N-acetyl-beta-D-glucosaminyl residue [via a (1->4) linkage] and two beta-D-galactosyl-(1->4)-N-acetyl-beta-D-glucosaminyl-(1->2)-alpha-D-mannosyl linear trisaccharide units [linked (1->3) and (1->6)], while to the N-acetyl-D-glucosamine residue at the reducing end is linked (1->6) an alpha-L-fucose residue. It is an amino oligosaccharide and a glucosamine oligosaccharide. C[C@H]1[C@H]([C@H]([C@@H]([C@@H](O1)OC[C@@H]2[C@H]([C@@H]([C@H](C(O2)O)NC(=O)C)O)O[C@H]3[C@@H]([C@H]([C@@H]([C@H](O3)CO)O[C@H]4[C@H]([C@H]([C@@H]([C@H](O4)CO[C@@H]5[C@H]([C@H]([C@@H]([C@H](O5)CO)O)O)O[C@H]6[C@@H]([C@H]([C@@H]([C@H](O6)CO)O[C@H]7[C@@H]([C@H]([C@H]([C@H](O7)CO)O)O)O)O)NC(=O)C)O[C@H]8[C@@H]([C@H]([C@@H]([C@H](O8)CO)O)O)NC(=O)C)O[C@@H]9[C@H]([C@H]([C@@H]([C@H](O9)CO)O)O)O[C@H]1[C@@H]([C@H]([C@@H]([C@H](O1)CO)O[C@H]1[C@@H]([C@H]([C@H]([C@H](O1)CO)O)O)O)O)NC(=O)C)O)O)NC(=O)C)O)O)O